[N+](=O)([O-])NC(=N)N1N=CC(=C1F)C([N+](=O)[O-])[N+](=O)[O-] 2-(N-nitro)amidino-3-fluorodinitromethyl-pyrazole